C(CCCCCCCCCCCCCCCCC)(=O)OCC1=CC=CC=C1 benzyl stearate